3-(phenylethynyl)aniline tert-butyl-4-[[4,5-dichloro-2-(prop-2-en-1-yloxy)phenyl]([[(S)-2-methylpropane-2-sulfinyl]imino])methyl]-2-methylpiperidine-1-carboxylate C(C)(C)(C)OC(=O)N1C(CC(CC1)C(=N[S@@](=O)C(C)(C)C)C1=C(C=C(C(=C1)Cl)Cl)OCC=C)C.C1(=CC=CC=C1)C#CC=1C=C(N)C=CC1